1-methyl-1-(2-(1-methyl-1H-imidazo[1,2-b]pyrazole-7-carbonyl)-2-azaspiro[3.3]heptan-6-yl)-3-(3-methyl-5-(trifluoromethyl)phenyl)urea CN(C(=O)NC1=CC(=CC(=C1)C(F)(F)F)C)C1CC2(CN(C2)C(=O)C2=C3N(N=C2)C=CN3C)C1